2-(6-(((1S,3S)-3-((3-cyclopropyl-1,2,4-thiadiazol-5-yl)amino)cyclopentyl)amino)pyridin-3-yl)pyridazin C1(CC1)C1=NSC(=N1)N[C@@H]1C[C@H](CC1)NC1=CC=C(C=N1)N1NC=CC=C1